methyl (2S)-2-[(tert-butoxycarbonyl)amino]-3-[2-[1-ethyl-3-(3-hydroxy-2,2-dimethylpropyl)-2-[2-(methoxymethyl)pyridin-3-yl]indol-5-yl]-1,3-thiazol-4-yl]propanoate C(C)(C)(C)OC(=O)N[C@H](C(=O)OC)CC=1N=C(SC1)C=1C=C2C(=C(N(C2=CC1)CC)C=1C(=NC=CC1)COC)CC(CO)(C)C